1-butyl-1-methylpyrrolidinium tris(methylethyl)phosphate CC(C)OP(=O)(OC(C)C)OC(C)C.C(CCC)[N+]1(CCCC1)C